N-[(1S)-1-(dicyclopropylmethyl)-2-[[5-[3,5-dimethyl-1-(2-trimethylsilylethoxymethyl)pyrazol-4-yl]-6-fluoro-2-pyridyl]amino]-2-oxo-ethyl]-3-ethyl-triazole-4-carboxamide C1(CC1)C([C@@H](C(=O)NC1=NC(=C(C=C1)C=1C(=NN(C1C)COCC[Si](C)(C)C)C)F)NC(=O)C=1N(N=NC1)CC)C1CC1